2-(3-ethynylpyridinyl)aniline C(#C)C=1C(=NC=CC1)C1=C(N)C=CC=C1